C1(CC1)NC(=O)C=1C=C(C2=C([C@H](CO2)C2=C3C=CNC3=CC=C2)C1)C(=O)NC |o1:11| (R*)-N5-Cyclopropyl-3-(1H-indol-4-yl)-N7-methyl-2,3-dihydrobenzofuran-5,7-dicarboxamid